copper-manganese-cobalt-nickel-iron [Fe].[Ni].[Co].[Mn].[Cu]